C1(CCCCC1)OC([C@@H](NP(=O)(OC1=CC=CC=C1)OC1=CC=C(C=C1)[N+](=O)[O-])C(C)C)=O ((4-nitrophenoxy)(phenoxy)phosphoryl)-L-valine cyclohexyl ester